C(CCC)NC(=O)NC=1C(=NC=CC1C1=C(C=CC=C1)F)N1CCCC1 1-butyl-3-(4-(2-fluoro-phenyl)-2-(pyrrolidin-1-yl)pyridin-3-yl)urea